FC=1C=C2C(=CC(=NC2=CC1)C(F)(F)F)NCC1(CN(C1)C(=O)N)C1=CC=C(C=C1)F 3-(((6-fluoro-2-(trifluoromethyl)quinolin-4-yl)amino)methyl)-3-(4-fluorophenyl)azetidine-1-carboxamide